N-(2-(2-(3-((R)-3-((5-chloro-4-(1H-indol-3-yl)pyrimidin-2-yl)amino)piperidin-1-yl)-3-oxopropoxy)ethoxy)ethyl)-2-((2-(2,6-dioxopiperidin-3-yl)-1,3-dioxoisoindolin-4-yl)oxy)acetamide ClC=1C(=NC(=NC1)N[C@H]1CN(CCC1)C(CCOCCOCCNC(COC1=C2C(N(C(C2=CC=C1)=O)C1C(NC(CC1)=O)=O)=O)=O)=O)C1=CNC2=CC=CC=C12